ClC1=C(C=C(C=2C3=C(NC12)CCNC([C@@H]3C)=O)OC[C@H](C)O)Cl (R)-7,8-Dichloro-10-((S)-2-hydroxypropoxy)-1-methyl-3,4,5,6-tetrahydroazepino[4,5-b]indol-2(1H)-one